C(#N)C1([C@@H]2CN(C[C@H]1CC2)C(=O)OC(C)(C)C)CC2=CC=C(C=C2)F tert-butyl (1R,5S,8r)-8-cyano-8-(4-fluorobenzyl)-3-azabicyclo[3.2.1]octane-3-carboxylate